5-{(3R)-1-[1-(1H-imidazol-2-yl)-2-methylpropyl]-5',6'-dihydrospiro[pyrrolidine-3,4'-pyrrolo[1,2-b]pyrazol]-2'-yl}-3-(trifluoromethyl)pyridin-2-amine N1C(=NC=C1)C(C(C)C)N1C[C@]2(CCN3N=C(C=C32)C=3C=C(C(=NC3)N)C(F)(F)F)CC1